C1(CC1)[C@@H](C)NC(O[C@H]1C[C@H](CC1)C1=CC(=NN1)NC(CC1=CC(=NO1)C)=O)=O (1R,3S)-3-(3-{[(3-methyl-1,2-oxazol-5-yl)acetyl]-amino}-1H-pyrazol-5-yl)-cyclopentyl [(1R)-1-cyclopropylethyl]carbamate